C1(CC1)C(=O)NC1=CC(=C(N=N1)C(=O)NC([2H])([2H])[2H])NC1=C(C(=CC=C1)C=1OC2=C(N1)CNC2)OC 6-(Cyclopropanecarboxamido)-4-[3-(5,6-dihydro-4H-pyrrolo[3,4-d]oxazol-2-yl)-2-methoxy-anilino]-N-(trideuteromethyl)pyridazine-3-carboxamide